COC(=O)C=1C(=NC(=NC1C)C=1C=C2C=CC(C2=CC1)(C)C)N 4-amino-2-(1,1-dimethylinden-5-yl)-6-methyl-pyrimidine-5-carboxylic acid methyl ester